(R)-5-acetamido-N1-(1-(naphthalen-1-yl)ethyl)-N3-propylisophthalamide C(C)(=O)NC=1C=C(C=C(C(=O)N[C@H](C)C2=CC=CC3=CC=CC=C23)C1)C(=O)NCCC